5-((2-(1-(2-(dimethylamino)ethyl)-1H-pyrazol-4-yl)pyridin-4-yl)oxy)pyridin-2-amine CN(CCN1N=CC(=C1)C1=NC=CC(=C1)OC=1C=CC(=NC1)N)C